O[C@@H]1C[C@@H](OC2=C1C=C(C=C2)C(F)(F)F)C(=O)NC21[C@H](CC(CC2)(CC1)NC(COC1CC(C1)OC(F)(F)F)=O)O (2R,4R)-4-hydroxy-N-[(2S)-2-hydroxy-4-(2-{[(1s,3R)-3-(trifluoromethoxy)cyclobutyl]oxy}acetamido)bicyclo[2.2.2]octan-1-yl]-6-(trifluoromethyl)-3,4-dihydro-2H-1-benzopyran-2-carboxamide